FC(CN1C=NC2=C1C=C(C=C2F)C=2C=CN1N=C(N=C(C12)OC)N[C@@H]1[C@H](CN(CC1)CCOC)F)F 5-(1-(2,2-difluoroethyl)-4-fluoro-1H-benzo[d]imidazol-6-yl)-N-((3S,4S)-3-fluoro-1-(2-methoxyethyl)piperidin-4-yl)-4-methoxypyrrolo[2,1-f][1,2,4]triazin-2-amine